BrC1=C2OCCCC3=C(N=C(C(S1)=C23)Cl)N(C(C)=O)C N-(2-bromo-5-chloro-12-oxa-3-thia-6-azatricyclo[6.4.1.04,13]trideca-1,4(13),5,7-tetraen-7-yl)-N-methyl-acetamide